2,6-bis(pyridin-4-yl)-4-phenylpyridine N1=CC=C(C=C1)C1=NC(=CC(=C1)C1=CC=CC=C1)C1=CC=NC=C1